FC=1C=C(C=CC1OC(F)(F)F)[C@H](C(=O)N1CCN(CC1)C=1C2=C(N=CN1)[C@@H](C[C@H]2C)O)CNC(C)C (S)-2-(3-fluoro-4-(trifluoromethoxy)phenyl)-1-(4-((5R,7R)-7-hydroxy-5-methyl-6,7-dihydro-5H-cyclopenta[d]pyrimidin-4-yl)piperazin-1-yl)-3-(isopropylamino)propan-1-one